[Si](C1=CC=CC=C1)(C1=CC=CC=C1)(C(C)(C)C)O[C@@H]1CCN(C1)C1=CC=CC=C1 (2R,4R)-4-((tert-butyldiphenylsilyl)oxy)-1-phenylpyrrolidin